methyl 1-(2-methoxyethyl)-5-methyl-1H-indazole-3-carboxylate COCCN1N=C(C2=CC(=CC=C12)C)C(=O)OC